O1C=NC2=C1C=C(C=C2)\C=C\2/N=C(NC2=O)N[C@H]2COC(CC2)(C)C |r| (±)-(4Z)-4-(1,3-Benzoxazol-6-ylmethylene)-2-[(6,6-dimethyltetrahydropyran-3-yl)amino]-1H-imidazol-5-one